C(#N)C1=CC=C(C=C1)N1N=CC(=C1)C=1OC2=C(C=C(C=C2C(C1)=O)C)C(C)NC1=C(C(=O)O)C(=CC=C1)F 2-[1-[2-[1-(4-Cyanophenyl)pyrazol-4-yl]-6-methyl-4-oxo-chromen-8-yl]ethylamino]-6-fluoro-benzoic acid